COC(=O)C=1C=NC(N1)C(CCC)C1=CC(=C(C(=C1)C)N1N=CC(=C1)C(F)(F)F)C 2-(1-(3,5-dimethyl-4-(4-(trifluoromethyl)-1H-pyrazol-1-yl)phenyl)butyl)-2H-imidazole-5-carboxylic acid methyl ester